CC1=CC=C(C=C1)S(=O)(=O)OCC[C@H]1COC[C@@H]1NC(=O)OC(C)(C)C |r| (rac)-2-((3R,4R)-4-((tert-butoxycarbonyl)amino)tetrahydrofuran-3-yl)ethyl 4-methylbenzenesulfonate